(6-((3S,4S)-4-amino-3-methyl-2-oxa-8-azaspiro[4.5]decan-8-yl)-3-((2,4-difluorophenyl)ethynyl)-1H-pyrazolo[3,4-b]pyrazin-5-yl)methanol N[C@@H]1[C@@H](OCC12CCN(CC2)C2=C(N=C1C(=N2)NN=C1C#CC1=C(C=C(C=C1)F)F)CO)C